3-(3-(4-Aminopiperidin-1-yl)phenyl)-5-(2-fluoro-6-methoxyphenyl)-1H-pyrazolo[4,3-c]pyridazin-6(5H)-on NC1CCN(CC1)C=1C=C(C=CC1)C1=NNC=2C1=NN(C(C2)=O)C2=C(C=CC=C2OC)F